1-Chloro-3,5-bis(ethylamino)-2,4,6-triazine ClC1=NC(=NC(=N1)NCC)NCC